C(C)(C)C1=CC=C(O[C@@H]2[C@@H](CN(CC2)C2=CC(N(C=3C=CC(=NC23)C#N)C)=O)C)C=C1 8-((3R,4S)-4-(4-isopropylphenoxy)-3-methylpiperidin-1-yl)-5-methyl-6-oxo-5,6-dihydro-1,5-naphthyridine-2-carbonitrile